4-(2,3-epoxypropoxy)-3-methylbenzoate C(C1CO1)OC1=C(C=C(C(=O)[O-])C=C1)C